2-bromo-3,4-dichloro-phenol BrC1=C(C=CC(=C1Cl)Cl)O